Lysergic acid α-hydroxyethylamide OC(C)NC(=O)[C@H]1CN(C)[C@@H]2CC3=CNC4=CC=CC(C2=C1)=C34